2,3-Diphenylcyclopropyldicyclohexylphosphine C1(=CC=CC=C1)C1C(C1C1=CC=CC=C1)P(C1CCCCC1)C1CCCCC1